3-[(methylsulfinyl)phenyl]indazole-3-carboxamide CS(=O)C1=C(C=CC=C1)C1(N=NC2=CC=CC=C12)C(=O)N